[Ir+3].F[P-](F)(F)(F)(F)F.N1=CC=CC2=CC=C3C=CC=NC3=C12.F[P-](F)(F)(F)(F)F.F[P-](F)(F)(F)(F)F (1,10-phenanthroline) hexafluorophosphate iridium